fluoro-5-(2,3,4,5-tetrahydro-1H-benzo[b]azepin-1-yl)-[1,2,4]triazolo[4,3-a]quinazolin-8-amine FC1=NN=C2N1C1=CC(=CC=C1C(=N2)N2C1=C(CCCC2)C=CC=C1)N